C(#C)C=1C=C2CC(CC2=CC1)NC1=NC=C(C=N1)C1=NN=C(O1)CC(=O)O 2-(5-(2-((5-ethynyl-2,3-dihydro-1H-inden-2-yl)amino)pyrimidin-5-yl)-1,3,4-oxadiazol-2-yl)acetic acid